tert-butyl 2'-chloro-6'-(4-methoxybenzyl)-7'-oxo-6',7'-dihydrospiro[piperidine-4,5'-pyrrolo[3,4-b]pyridine]-1-carboxylate ClC1=CC=C2C(=N1)C(N(C21CCN(CC1)C(=O)OC(C)(C)C)CC1=CC=C(C=C1)OC)=O